1-(4-(trifluoromethyl)phenyl)-1H-pyrrole-2,5-dione FC(C1=CC=C(C=C1)N1C(C=CC1=O)=O)(F)F